(R)-(1,3-Dimethyl-azetidin-3-yl)-(4-isopropyl-phenyl)-{5-[2-(1H-pyrrolo[2,3-b]pyridin-2-yl)-ethyl]-pyridin-3-yl}-methanol CN1CC(C1)(C)[C@@](O)(C=1C=NC=C(C1)CCC1=CC=2C(=NC=CC2)N1)C1=CC=C(C=C1)C(C)C